N-(2-(1-((2-(2,6-dioxopiperidin-3-yl)pyridin-4-yl)methyl)piperidin-4-yl)-5-(2-hydroxypropane-2-yl)benzo[d]thiazol-6-yl)-6-(trifluoromethyl)nicotinamide O=C1NC(CCC1C1=NC=CC(=C1)CN1CCC(CC1)C=1SC2=C(N1)C=C(C(=C2)NC(C2=CN=C(C=C2)C(F)(F)F)=O)C(C)(C)O)=O